C(=O)(OC(C)(C)C)N1CC(C1)N=[N+]=[N-] 1-Boc-3-azidoazetidine